NCC(CN1N=CN(C1=O)C1=NC=CC(=C1)Br)=C(F)F 2-[2-(aminomethyl)-3,3-difluoro-allyl]-4-(4-bromo-2-pyridyl)-1,2,4-triazol-3-one